3-HYDROXYQUINOLINE-4-BORONIC ACID OC=1C=NC2=CC=CC=C2C1B(O)O